Cl.NC=1C2=C(N=CN1)N(C=C2C2=CC=C(C=C2)NC(=O)C=2C(N(N1C2COCC1)C1=CC=CC=C1)=O)C1CCNCC1 N-(4-(4-amino-7-(piperidin-4-yl)-7H-pyrrolo[2,3-d]pyrimidin-5-yl)phenyl)-2-oxo-1-phenyl-2,4,6,7-tetrahydro-1H-pyrazolo[5,1-c][1,4]oxazine-3-carboxamide hydrochloride